2-[2-(1-pyrrolidinyl)propoxy]ethyl-N-methyl-N-(sec-butyl)-amine N1(CCCC1)C(COCCN(C(C)CC)C)C